CC([C@@H](C(=O)O)N(C(=O)[C@@H]1CN(CC1)C)C)C (2S)-3-methyl-2-[N-methyl-1-[(3S)-1-methylpyrrolidin-3-yl]formamido]butanoic acid